7-chloro-5-[[4-cyclopentyl-3-(trifluoromethyl)phenyl]methoxy]-1H-indole ClC=1C=C(C=C2C=CNC12)OCC1=CC(=C(C=C1)C1CCCC1)C(F)(F)F